1-(1-methoxyethyl)-3-methyl-6-azabicyclo[3.1.1]heptane COC(C)C12CC(CC(N1)C2)C